O1CC(C1)N1CCC(=CC1)B1OC(C(O1)(C)C)(C)C 1-(oxetan-3-yl)-4-(4,4,5,5-tetramethyl-1,3,2-dioxaborolan-2-yl)-1,2,3,6-tetrahydropyridine